BrC1=CC(=C(C(=C1)[N+](=O)[O-])N[C@H]1[C@H](CCCC1)NC(=O)C1=CC(NC2=CC=C(C=C12)C#N)=O)C(NC)=O N-((1S,2R)-2-((4-bromo-2-(methylcarbamoyl)-6-nitrophenyl)amino)cyclohexyl)-6-cyano-2-oxo-1,2-dihydroquinoline-4-carboxamide